N[C@@H]1[C@H](C1)CNC1=NN(C(=C1)C1=CC(=C(C#N)C=C1)F)C1=CC=C(C=C1)OC 4-(3-((((1R,2S)-2-aminocyclopropyl)methyl)amino)-1-(4-methoxyphenyl)-1H-pyrazol-5-yl)-2-fluorobenzonitrile